3-(3-fluorophenyl)isoxazolidine FC=1C=C(C=CC1)C1NOCC1